OC1=C2[C@H]3[C@H](C(OC2=CC(=C1)C(C)(CCCCCC)C)(C)C)CC=C(C3)C#N (6Ar,10aR)-1-hydroxy-6,6-dimethyl-3-(2-methyloctan-2-yl)-6a,7,10,10a-tetrahydrobenzo[c]chromene-9-carbonitrile